dimethyl-N,N'-dioctylmalonamide CC(C(=O)NCCCCCCCC)(C(=O)NCCCCCCCC)C